5-iodoisoquinoline IC1=C2C=CN=CC2=CC=C1